9,9-bis(4-hydroxyphenyl)-4,5-di(1-pyrenyl)fluorene OC1=CC=C(C=C1)C1(C2=CC=CC(=C2C=2C(=CC=CC12)C1=CC=C2C=CC3=CC=CC4=CC=C1C2=C34)C3=CC=C4C=CC2=CC=CC1=CC=C3C4=C21)C2=CC=C(C=C2)O